C(\C=C\C(=O)[O-])(=O)OO[SiH3] siloxy fumarate